O[C@@H]1C=C(C[C@H]([C@@H]1O)O)C(=O)O (3R,4S,5R)-3,4,5-trihydroxycyclohex-1-ene-1-carboxylic acid